C(C)C(C(=O)O)CN(C)C ethyl-(3-dimethylaminopropionic acid)